C(C1CCC(CC1)N[C@@H](CC(=O)OCC)C(=O)OCC)C1CCC(CC1)N[C@@H](CC(=O)OCC)C(=O)OCC tetraethyl N,N'-(methylenedi-4,1-cyclohexanediyl)-bisaspartate